FC=1C=C2C(CCOC2=C(C1O[C@H](C1=CC=NC=C1)C1=CC=C(C=C1)OC)C)=O (S)-6-fluoro-7-((4-methoxyphenyl)(pyridin-4-yl)methoxy)-8-methyl-chroman-4-one